NC1=NNC2=CC=C(C(=C12)C)C1=C(C=C(C=C1)S(=O)(=O)NC1C(CCC1)O)C 4-(3-amino-4-methyl-1H-indazol-5-yl)-N-(2-hydroxycyclopentyl)-3-methylbenzenesulfonamide